N-[6-(5-chloro-1,3-benzoxazol-2-yl)-6-azaspiro[3.4]octan-2-yl]-1,1-dioxo-thiolane-3-carboxamide ClC=1C=CC2=C(N=C(O2)N2CC3(CC(C3)NC(=O)C3CS(CC3)(=O)=O)CC2)C1